1,3-diazopropane C(C=[N+]=[N-])C=[N+]=[N-]